ClC1=CC=2C(=C3CC(CCN3C2N=C1)N1C(C(CC1)OCCC)=O)C (2S)-1-((1-(3-chloro-5-methyl-6,7,8,9-tetrahydropyrido[3,2-b]indolizin-7-yl)-2-oxopyrrolidin-3-yl)oxy)propan